C(C)(=O)OC[C@H]1CCCO1 (3r,4r,5r)-5-(acetoxymethyl)tetrahydrofuran